FC=1C(=C(C=CC1F)[C@H]1[C@@H](O[C@]([C@H]1C)(C(F)(F)F)C)C(=O)NC1=CC(=[N+](C=C1)[O-])/C(/NO)=N/[H])OC 4-((2R,3S,4S,5R)-3-(3,4-Difluoro-2-methoxyphenyl)-4,5-dimethyl-5-(trifluoromethyl)tetrahydrofuran-2-carboxamido)-2-((Z)-N-hydroxycarbamimidoyl)pyridine 1-oxide